(2R)-1-[4-[(R)-amino(4,5-dichloro-2-hydroxyphenyl)methyl]azepan-1-yl]-2,3-dihydroxypropan-1-one N[C@H](C1CCN(CCC1)C([C@@H](CO)O)=O)C1=C(C=C(C(=C1)Cl)Cl)O